(4-(2-(4-chlorophenyl)propan-2-yl)phenyl)hydrazine ClC1=CC=C(C=C1)C(C)(C)C1=CC=C(C=C1)NN